4-[4-(4-tert-butylbenzoyl)phenylthio]phenylxylenyl-sulfonium C(C)(C)(C)C1=CC=C(C(=O)C2=CC=C(C=C2)SC2=CC=C(C=C2)[SH+]C2(C(C=CC=C2)C)C)C=C1